2-(6-(4-chloro-2-fluorophenyl)-2,6-diazaspiro[3.3]hept-2-yl)aniline ClC1=CC(=C(C=C1)N1CC2(CN(C2)C2=C(N)C=CC=C2)C1)F